Br\C(=C/C(C(F)F)F)\F Z-1-bromo-1,3,4,4-tetrafluorobut-1-ene